CN(C(OC1CCN(CC1)CC1=CC(=CC=C1)Cl)=O)C1CCN(CC1)C1=NC=CC(=N1)OC [1-(3-chlorobenzyl)piperidin-4-yl] N-methyl-N-[1-(4-methoxypyrimidin-2-yl) piperidin-4-yl]carbamate